7,8-dichloro-6-(2,6-difluorophenyl)-4-methyl-4H-imidazo[1,2-a][1,4]benzodiazepine-2-Formic acid ClC1=C(C=CC2=C1C(=NC(C=1N2C=C(N1)C(=O)O)C)C1=C(C=CC=C1F)F)Cl